(3R,5R,6S)-3-Amino-6-methyl-5-phenyl-1-(2,2,2-trifluoroethyl)piperidin-2-one hydrochloride Cl.N[C@H]1C(N([C@H]([C@H](C1)C1=CC=CC=C1)C)CC(F)(F)F)=O